5-(3,5-dimethylpiperazin-1-yl)-2-(2,6-dioxopiperidin-3-yl)-4-fluoroisoindoline-1,3-dione CC1CN(CC(N1)C)C=1C(=C2C(N(C(C2=CC1)=O)C1C(NC(CC1)=O)=O)=O)F